COC=1C=C(C(=O)OC)C=CC1NCC#CC=1N(C2=CC=CC(=C2C1)NC1CCOCC1)CC(F)(F)F methyl 3-methoxy-4-((3-(4-((tetrahydro-2H-pyran-4-yl)amino)-1-(2,2,2-trifluoroethyl)-1H-indol-2-yl)prop-2-yn-1-yl)amino)benzoate